di-(para-methylphenyl)amine CC1=CC=C(C=C1)NC1=CC=C(C=C1)C